[(2R)-1,4-dioxan-2-yl]methyl trifluoromethanesulfonate FC(S(=O)(=O)OC[C@@H]1OCCOC1)(F)F